IC1=CC=C(C(=C1C1=C(C=CC(=C1C)C)O\C(=C/C(=O)OCC)\C)C)C ethyl (Z)-3-((6'-iodo-2',3',5,6-tetramethyl-[1,1'-biphenyl]-2-yl) oxy)-2-butenoate